The molecule is an N-glycosyl compound that is kinetin in which an alpha-D-glucopyranosyl residue is attached at position N-9. It has a role as a cytokinin. It is a N-glycosyl compound, a 6-alkylaminopurine and a member of furans. It derives from a kinetin. C1=COC(=C1)CNC2=C3C(=NC=N2)N(C=N3)[C@@H]4[C@@H]([C@H]([C@@H]([C@H](O4)CO)O)O)O